C1(=CC=CC2=CC3=CC=CC=C3C=C12)NC1=CC=CC2=CC3=CC=CC=C3C=C12 dianthracenyl-amine